6-chloro-N-(4-phenoxyphenyl)pyridazin-4-amine ClC1=CC(=CN=N1)NC1=CC=C(C=C1)OC1=CC=CC=C1